(S)-3-benzyl-4-(dihydroxymethyl)oxazolidine C(C1=CC=CC=C1)N1COC[C@H]1C(O)O